2-[(2S)-4-(2-{[(2R,7aS)-2-fluoro-hexahydropyrrolizin-7a-yl]methoxy}-7-(8-chloronaphthalen-1-yl)-5H,7H,8H-pyrano[4,3-d]pyrimidin-4-yl)piperazin-2-yl]acetonitrile F[C@@H]1C[C@@]2(CCCN2C1)COC=1N=C(C2=C(N1)CC(OC2)C2=CC=CC1=CC=CC(=C21)Cl)N2C[C@@H](NCC2)CC#N